C1(CCCC1)N1C2=NC(=NC=C2N=C1NC1=CC=CC=C1)NC1=CC=C(C=C1)N1CCN(CC1)CC1=C(C=CC=C1)N1C(NC(CC1)=O)=O 1-(2-((4-(4-((9-cyclopentyl-8-(phenylamino)-9H-purin-2-yl)amino)phenyl)piperazin-1-yl)methyl)phenyl)dihydropyrimidine-2,4(1H,3H)-dione